2,2-diphenylhexanamide hydrochloride Cl.C1(=CC=CC=C1)C(C(=O)N)(CCCC)C1=CC=CC=C1